FC1(C(C1)OCCNC=1C=C(C(=O)OC)C=C(C1[N+](=O)[O-])OC)F methyl 3-((2-(2,2-difluorocyclopropoxy)ethyl)amino)-5-methoxy-4-nitrobenzoate